1-(5Z,8Z,11Z,14Z,17Z-eicosapentaenoyl)-2-(6Z,9Z,12Z,15Z-octadecatetraenoyl)-glycero-3-phosphoserine CC/C=C\C/C=C\C/C=C\C/C=C\CCCCC(=O)O[C@H](COC(=O)CCC/C=C\C/C=C\C/C=C\C/C=C\C/C=C\CC)COP(=O)(O)OC[C@@H](C(=O)O)N